C1(=CC=CC=C1)C(C)C1=CC=C(C=C1)NC1=CC=C(C=C1)C(C)C1=CC=CC=C1 bis-[4-(1-phenyl-ethyl)-phenyl]-amine